NC1=C(C=C(C=N1)C1=CC=C(C=C1)C(=O)N1C[C@H](CC1)N(C)C)OCC1=C(C=CC=C1)C(F)(F)F {4-[6-amino-5-(2-trifluoromethyl-benzyloxy)-pyridin-3-yl]-phenyl}-[(3S)-3-dimethylamino-pyrrolidin-1-yl]-methanone